N-β-aminoethyl-γ-aminopropyl-methyl-diethoxysilane NCCNCCC[Si](OCC)(OCC)C